methyl (2S)-2-((((9H-fluoren-9-yl)methoxy)carbonyl)amino)-7,7,7-trifluoro-6-hydroxyheptanoate C1=CC=CC=2C3=CC=CC=C3C(C12)COC(=O)N[C@H](C(=O)OC)CCCC(C(F)(F)F)O